3-[(1Z)-2-(5-aminopyrazin-2-yl)-2-fluorovinyl]-4-(difluoromethoxy)-N-[(5S,6S)-6-hydroxy-spiro[2.4]heptan-5-yl]benzamide NC=1N=CC(=NC1)/C(=C/C=1C=C(C(=O)N[C@H]2CC3(CC3)C[C@@H]2O)C=CC1OC(F)F)/F